C1(CC1)C(N1C=C(C=2C1=NC=C(C2)C=2C(=NOC2C)C)B2OC(C(O2)(C)C)(C)C)C2CC2 4-(1-(dicyclopropylmethyl)-3-(4,4,5,5-tetramethyl-1,3,2-dioxaborolan-2-yl)-1H-pyrrolo[2,3-b]pyridin-5-yl)-3,5-dimethylisoxazole